C1(CC1)C(=O)N1CC=2C=C(C(NC2CC1)=O)C(=O)N 6-cyclopropanecarbonyl-2-oxo-1,2,5,6,7,8-hexahydro-1,6-naphthyridine-3-carboxamide